5,6-dichloro-3-methyl-1H-indole-2-carboxylic acid ClC=1C=C2C(=C(NC2=CC1Cl)C(=O)O)C